N-(1-(azetidin-1-ylmethyl)cyclopropyl)-2-methyl-2-(3-methyl-1H-indazol-1-yl)propanamide N1(CCC1)CC1(CC1)NC(C(C)(N1N=C(C2=CC=CC=C12)C)C)=O